1-(2-(3-fluoro-5-(trifluoromethyl)benzyl)pyridin-4-yl)-5,6-dihydropyrrolo[3,4-c]pyrazol-4(1H)-one FC=1C=C(CC2=NC=CC(=C2)N2N=CC3=C2CNC3=O)C=C(C1)C(F)(F)F